N-methyl-N-(phenylmethoxycarbonyl)-L-alanine CN([C@@H](C)C(=O)O)C(=O)OCC1=CC=CC=C1